(S)-2-(ethylamino)-3-(p-tolyl)propanoyl-L-phenylalaninate C(C)NC(C(=O)N[C@@H](CC1=CC=CC=C1)C(=O)[O-])CC1=CC=C(C=C1)C